BrCCCCCCO[Si](OC(CSSCCCCCCCCCCCC)OCCCCCCCC\C=C/C\C=C/CCCCC)(C)C 1-bromo-8,8-dimethyl-10-(((9Z,12Z)-octadeca-9,12-dien-1-yl)oxy)-7,9-dioxa-12,13-dithia-8-silapentacosane